C(#N)C=1SC=C2C1CC(CC2)N(C(OC(C)(C)C)=O)C tert-butyl N-(3-cyano-4,5,6,7-tetrahydro-2-benzothiophen-5-yl)-N-methyl-carbamate